[6-amino-1-[(3-methyl-4-nitro-phenyl)methyl]pyrazolo[3,4-d]pyrimidine-4-yl]pyridine-2-carbonitrile NC1=NC(=C2C(=N1)N(N=C2)CC2=CC(=C(C=C2)[N+](=O)[O-])C)C=2C(=NC=CC2)C#N